NCC(CNCC1=CC=CC=C1)O 1-amino-3-(benzylamino)propan-2-ol